2-(2-ethoxyethoxy)ethoxyl-2-[(4S)-2,2,4-trimethylpyrrolidin-1-yl]pyridine-3-carboxamide C(C)OCCOCCOC1=C(C(=NC=C1)N1C(C[C@@H](C1)C)(C)C)C(=O)N